C(CCC)[Sn](C#CC)(CCCC)CCCC tributyl-(prop-1-ynyl)-λ4-stannane